C1(CC1)C[C@@H](C(=O)OCC1=CC(=CC=C1)Cl)NC(C[C@H]1N(C(CC1)=O)CC1=C(C(=CC(=C1)F)F)F)=O 3-Chlorobenzyl (S)-3-cyclopropyl-2-(2-((S)-5-oxo-1-(2,3,5-trifluorobenzyl)pyrrolidin-2-yl)acetamido)propanoate